O=C1N(C(C2=CC=CC=C12)=O)CC1=C(C(=O)NC2=CC(=CC=C2)C=2N=C(NC2C2=CC(=NC=C2)NC2=CC=CC=C2)SC)C=CC=C1 2-((1,3-dioxoisoindolin-2-yl)methyl)-N-(3-(2-(methylthio)-5-(2-(phenylamino)pyridin-4-yl)-1H-imidazol-4-yl)phenyl)benzamide